BrC1=CC=CC=2N(CCCCC21)C2=NC(NC1=CC=CC(=C21)F)=O 4-(6-Bromo-2,3,4,5-tetrahydro-1H-benzo[b]azepin-1-yl)-5-fluoroquinazolin-2(1H)-one